N-(4-methyl-3-(4-(4-(2-morpholinoethoxy)pyridin-3-yl)-1H-pyrazol-1-yl)phenyl)-2-(trifluoromethyl)isonicotinamide CC1=C(C=C(C=C1)NC(C1=CC(=NC=C1)C(F)(F)F)=O)N1N=CC(=C1)C=1C=NC=CC1OCCN1CCOCC1